COC1=C(OCC(=O)C2=CC=CC=C2)C=CC=C1 2-(2-methoxyphenoxy)-acetophenone